COC1=CC=C2[C@@H](CC=3C(=NOC3C2=C1)C(=O)N)C |r| rac-8-methoxy-5-methyl-4,5-dihydronaphtho[2,1-d]isoxazole-3-carboxamide